C(C)(C)(C)[Si](OCC1=CC(=C(C=C1)C1(CCC1)O)C(F)(F)F)(C)C 1-(4-{[(tert-butyl)bis(methyl)siloxy]methyl}-2-(trifluoromethyl)phenyl)cyclobutanol